3-(((1-(5-(1-ethyl-1H-pyrazol-3-yl)-1,2,4-oxadiazol-3-yl)-1,2,3,4-tetrahydroquinolin-6-yl)methyl)amino)propionic acid C(C)N1N=C(C=C1)C1=NC(=NO1)N1CCCC2=CC(=CC=C12)CNCCC(=O)O